FC(C1=C(C=NC=C1)C(=O)N1CCCCC1)(F)F 1-{[4-(trifluoromethyl)pyridin-3-yl]carbonyl}piperidin